1-(benzenesulfonyl)-6-methoxy-indole-3-sulfonyl chloride C1(=CC=CC=C1)S(=O)(=O)N1C=C(C2=CC=C(C=C12)OC)S(=O)(=O)Cl